estradiol 17-propionate CCC(=O)O[C@H]1CC[C@@H]2[C@@]1(CC[C@H]3[C@H]2CCC4=C3C=CC(=C4)O)C